2-Methanesulfonyl-7-isopropyl-8-(4-cyano-3,5-difluorophenyl)-3H-pyrazolo[1,5-a][1,3,5]triazin-4-one CS(=O)(=O)C1=NC=2N(C(N1)=O)N=C(C2C2=CC(=C(C(=C2)F)C#N)F)C(C)C